FCC1(CC(C1)CNC1=C(C=C(C=C1)S(=O)(=O)N)[N+](=O)[O-])O 4-((((1R,3r)-3-(fluoromethyl)-3-hydroxycyclobutyl)methyl)amino)-3-nitrobenzenesulfonamide